4-amino-1-[(2R,3S,4R,5R)-5-{[(tert-butyldimethylsilyl)oxy]methyl}-3-fluoro-4-hydroxy-5-(iodomethyl)oxolan-2-yl]-5-fluoropyrimidin-2-one NC1=NC(N(C=C1F)[C@@H]1O[C@]([C@H]([C@@H]1F)O)(CI)CO[Si](C)(C)C(C)(C)C)=O